4-(2-(2,6-Dioxopiperidin-3-yl)-1-oxoisoindolin-4-yl)but-3-yn-1-yl 4-(4,4,5,5-tetramethyl-1,3,2-dioxaborolan-2-yl)benzoate CC1(OB(OC1(C)C)C1=CC=C(C(=O)OCCC#CC2=C3CN(C(C3=CC=C2)=O)C2C(NC(CC2)=O)=O)C=C1)C